CN(C(CCN)=O)C N,N-dimethyl-beta-alaninamide